N-(3-cyclobutyl-5-(trifluoromethyl)pyrazolo[1,5-a]pyridin-2-yl)-3-cyclopentyl-3-hydroxybutanamide C1(CCC1)C=1C(=NN2C1C=C(C=C2)C(F)(F)F)NC(CC(C)(O)C2CCCC2)=O